4-Methyl-2-oxo-1,3-dioxolan CC1OC(OC1)=O